4-propan-2-yl-N-pyridin-4-ylbenzamide CC(C)C1=CC=C(C(=O)NC2=CC=NC=C2)C=C1